C(C)NC(CN1CCN(CC1)C1=CC(=C2C(=N1)C(=CS2)C(=O)NC)C(F)(F)F)=O 5-(4-(2-(ethylamino)-2-oxoethyl)piperazin-1-yl)-N-methyl-7-(trifluoromethyl)thieno[3,2-b]pyridine-3-carboxamide